P(=O)(OCl)(OCl)OCl trichloro phosphate